CC1(CC1)N1C=NC(=C1)C(=O)N1C[C@H]2C([C@H]2C1)C1=NOC2(CC2)C1 [1-(1-Methylcyclopropyl)-1H-imidazol-4-yl][(1R,5S,6r)-6-(4-oxa-5-azaspiro[2.4]hept-5-en-6-yl)-3-azabicyclo[3.1.0]hex-3-yl]methanon